C(C(O)C)(=O)[O-].[Ca+2].C(C(O)C)(=O)[O-] calcium lactate salt